COC(C1=C(C=C2C3(CC(NC2=N1)C3)F)CN3CCN(CC3)C)OC 7-(dimethoxymethyl)-4-fluoro-6-((4-methylpiperazin-1-yl)methyl)-1,2,3,4-tetrahydro-2,4-methylene-1,8-naphthyridine